O=C1C=COC2=CC=C(C=C12)C(=O)N 4-oxo-chromene-6-carboxamide